3-(isopropylsulfonyl)-N-(2-oxo-2-((4-(3-(pyridin-4-yl)phenyl)thiazol-2-yl)amino)ethyl)benzamide C(C)(C)S(=O)(=O)C=1C=C(C(=O)NCC(NC=2SC=C(N2)C2=CC(=CC=C2)C2=CC=NC=C2)=O)C=CC1